2-(1-hydroxyethyl)acrylic acid OC(C)C(C(=O)O)=C